CNC1=CC(=CC=C1)NC 1,3-dimethylaminobenzene